COC(=O)C1NC(=NC2=C(C=CC=C12)Cl)C1=CC=C(C=C1)Br 2-(4-bromophenyl)-8-chloro-3,4-dihydroquinazoline-4-carboxylic acid methyl ester